(4-(2-Hydroxyethyl)aminobenzoyl)-1-benzyl-1-dimethylaminopropane OCCNC1=CC=C(C(=O)C(CC)(N(C)C)CC2=CC=CC=C2)C=C1